[N-](S(=O)(=O)C(F)(F)F)S(=O)(=O)C(F)(F)F.CN1CCCC1 N-methylpyrrolidine bistrifluoromethanesulfonimide salt